1-(6-(pyridin-3-yl)-2-(4-(m-tolyl)-1H-pyrazol-1-yl)furo[3,2-d]pyrimidin-4-yl)-1H-imidazol-4-amine N1=CC(=CC=C1)C1=CC=2N=C(N=C(C2O1)N1C=NC(=C1)N)N1N=CC(=C1)C=1C=C(C=CC1)C